CSC1=CC=C2C(C(COC2=C1)=CC1=C(C=CC=C1)C=1N=CN(C1)C(C1=CC=CC=C1)(C1=CC=CC=C1)C1=CC=CC=C1)=O 7-(methylthio)-3-(2-(1-trityl-1H-imidazol-4-yl)benzylidene)chroman-4-one